C(C)(C)(C)OC(=O)N1CCC(C2=CC=CC=C12)N1C(N(C2=NC(=NC=C2C1=O)NC=1C=NN(C1)CCO)C)=O 4-[7-[[1-(2-hydroxyethyl)pyrazol-4-yl]amino]-1-methyl-2,4-dioxo-pyrimido[4,5-d]pyrimidin-3-yl]-3,4-dihydro-2H-quinoline-1-carboxylic acid tert-butyl ester